N1(CCCCC1)C1CCN(CC1)C([C@@H](CC=1C=C2C=NNC2=C(C1)CC)NC(=O)N1CCC(CC1)N1C(NC2=CC=CC=C2C1)=O)=O |r| (±)-4-(2-Oxo-1,4-dihydro-2H-quinazolin-3-yl)-piperidine-1-carboxylic acid [2-[1,4']bipiperidinyl-1'-yl-1-(7-ethyl-1H-indazol-5-yl-methyl)-2-oxo-1-ethyl]-amide